CC=C(C(=O)O)C.NC(=O)OCC urethane (methyl methacrylate)